C1N(CCC12CCCC2)CCSC=2NC1=CC=CC=C1CN2 2-((2-(2-azaspiro[4.4]nonan-2-yl)ethyl)thio)-1,4-dihydroquinazoline